1-Iodo-4-trifluoromethyl-2-nitrobenzene IC1=C(C=C(C=C1)C(F)(F)F)[N+](=O)[O-]